tert-butyl 2-[4-[4-[2-[tert-butyl(dimethyl)silyl]oxy-1-(5-fluoro-2-pyridyl)ethoxy]-3-cyano-pyrazolo[1,5-a]pyridin-6-yl]-5-methyl-triazol-1-yl]-7-azaspiro[3.5]nonane-7-carboxylate [Si](C)(C)(C(C)(C)C)OCC(OC=1C=2N(C=C(C1)C=1N=NN(C1C)C1CC3(C1)CCN(CC3)C(=O)OC(C)(C)C)N=CC2C#N)C2=NC=C(C=C2)F